CC=1C=C(C=C(C1OCC)C)B(O)O 3,5-DIMETHYL-4-ETHOXYPHENYLBORONIC ACID